(S)-5-amino-4-(5-(6-amino-5-cyano-4-isopropylpyridin-2-yl)-1-oxoisoindolin-2-yl)-5-oxopentanoic acid tert-butyl ester C(C)(C)(C)OC(CC[C@@H](C(=O)N)N1C(C2=CC=C(C=C2C1)C1=NC(=C(C(=C1)C(C)C)C#N)N)=O)=O